NCC(CC)=C1CN(C1)C1=NC(=NC=2NC3=C(C=C(C=C3C21)F)NC)OC=2C=NC(=NC2)C(C)(C)O 2-(5-((4-(3-(1-aminobutan-2-ylidene)azetidin-1-yl)-6-fluoro-8-(methylamino)-9H-pyrimido[4,5-b]indol-2-yl)oxy)pyrimidin-2-yl)propan-2-ol